BrC1=NC=CC(=C1F)NC(=O)N1CC=2C(=NN3C2C(CC[C@@](C3)(O)CC#N)(F)F)CC1 |o1:21| (R*)-N-(2-Bromo-3-fluoropyridin-4-yl)-8-(cyanomethyl)-11,11-difluoro-8-hydroxy-3,4,8,9,10,11-hexahydro-1H-pyrido[4',3':3,4]pyrazolo[1,5-a]azepine-2(7H)-carboxamide